CC1(CC2(C3=CC=CC=C13)C1=CC=CC=C1C=1C=CC(=CC12)N(C1=CC2=C(OC3=C2C=CC=C3)C=C1)C1=CC=3C(C2=CC=CC=C2C3C=C1)(C)C)C N-(3',3'-dimethyl-2',3'-dihydrospiro[fluorene-9,1'-inden]-2-yl)-N-(9,9-dimethyl-9H-fluoren-2-yl)dibenzo[b,d]furan-2-amine